CC1=C(C=CC(=C1)C)I 2,4-dimethyl-1-iodobenzene